trans-3-fluoro-5-[(3S)-2-[4-([1,2,4]triazolo[1,5-a]pyridin-6-ylmethyl)cyclohexanecarbonyl]isoxazolidin-3-yl]benzonitrile FC=1C=C(C#N)C=C(C1)[C@H]1N(OCC1)C(=O)[C@@H]1CC[C@H](CC1)CC=1C=CC=2N(C1)N=CN2